glycerine tri-nitrate [N+](=O)([O-])OCC(O[N+](=O)[O-])CO[N+](=O)[O-]